CN(C1=CC=C(C=C2C(N(C(S2)=S)CC(=O)O)=O)C=C1)C1=CC=CC=C1 (5-{4-[methyl(phenyl)amino]benzylidene}-4-oxo-2-thioxo-1,3-thiazolidin-3-yl)acetic acid